2-amino-1-(2,3-difluorophenyl)ethanone NCC(=O)C1=C(C(=CC=C1)F)F